C1(CCCCC1)CC[SiH](OCCOCC)OCCOCC cyclohexylethyl-bis-(2-ethoxyethoxy)silane